ClC1=CC(=C2C(=NC=NN21)N2CC(C2)CCN(S(=O)(=O)N)C2CCC2)C N-(2-(1-(7-chloro-5-methylpyrrolo[2,1-f][1,2,4]triazin-4-yl)azetidin-3-yl)ethyl)-N-cyclobutylsulfamide